N-{[3-cyano-4-(trifluoromethoxy)phenyl]carbamoyl}-D-isovaline C(#N)C=1C=C(C=CC1OC(F)(F)F)NC(=O)N[C@](C)(CC)C(=O)O